BrC1=C(C=C(O[C@@H](CCC2CCN(CC2)CC(=O)O)C)C=C1)C (R)-2-(4-(3-(4-bromo-3-methylphenoxy)butyl)piperidin-1-yl)acetic acid